C(CCCCCCC\C=C/CCCCCCCC)C(C(CN(C)C)CCCCCCCC\C=C/CCCCCCCC)(C(N(C(CCCCCCC\C=C/C\C=C/CCCCC)=O)C(CCCCCCC\C=C/C\C=C/CCCCC)=O)=O)C(N)=O 1,2-dioleylcarbamoyl-(Dilinoleoylcarbamyl)-3-dimethylaminopropane